2-(5-methoxy-1H-pyrrolo[2,3-b]pyridin-3-yl)ethane-1-amine COC=1C=C2C(=NC1)NC=C2CCN